OC1=C(C=CC=C1)C=1C=C2C(=NN1)NC[C@@H]1N2CCN(C1)C1=NC=C(C=N1)C1CCN(CC1)C1CN(CCC1)C(=O)OC(C)(C)C Tert-butyl 4-(2-((S)-2-(2-hydroxyphenyl)-6a,7,9,10-tetrahydro-5H-pyrazino[1',2':4,5]pyrazino[2,3-c]pyridazin-8(6H)-yl)pyrimidin-5-yl)-[1,3'-bipiperidine]-1'-carboxylate